ClC1=CC=C(C=C1)NC=1C(=NC2=CC=CC=C2N1)C(=O)NCCN(CC)CC 3-((4-Chlorophenyl)amino)-N-(2-(diethylamino)ethyl)quinoxaline-2-carboxamide